C1(CC1)N1CCS(C2=C(C1=O)SC(=C2)C2=NC(=NC=C2C(F)(F)F)NC2=C(C=C(C=C2)N2C[C@@H](N[C@@H](C2)C)C)CC)(=O)=O 4-cyclopropyl-7-(2-((4-((3S,5R)-3,5-dimethylpiperazin-1-yl)-2-ethylphenyl)amino)-5-(trifluoromethyl)pyrimidin-4-yl)-3,4-dihydrothieno[2,3-f][1,4]thiazepin-5(2H)-one 1,1-dioxide